4-oxadiazol-thiol O1N=NC(=C1)S